2,2-dimethyl-7-(pyrrolidin-1-yl)-2H-chromen CC1(OC2=CC(=CC=C2C=C1)N1CCCC1)C